C(C1=CC=CC=C1)OC(=O)N[C@@H]1CC(N(C1)C1=CC=C(C=C1)S(=O)(=O)N1CCN(CC1)C1=NC(=CC(=C1)C([C@H]1CN(CCC1)C(=O)OC(C)(C)C)(F)F)Cl)=O tert-butyl (3R)-3-[[2-[4-[4-[(4R)-4-(benzyloxycarbonylamino)-2-oxo-pyrrolidin-1-yl] phenyl]sulfonylpiperazin-1-yl]-6-chloro-4-pyridyl]-difluoro-methyl]piperidine-1-carboxylate